N-((3R,4S)-4-((2-(2,6-dichloro-3,5-dimethoxyphenyl)-4-morpholinopyrido[3,4-d]pyrimidin-6-yl)amino)tetrahydrofuran-3-yl)acrylamide ClC1=C(C(=C(C=C1OC)OC)Cl)C=1N=C(C2=C(N1)C=NC(=C2)N[C@H]2[C@H](COC2)NC(C=C)=O)N2CCOCC2